FC1=C2[C@H](CCOC2=CC(=C1)F)OC1=CC(=CC2=C1NC(=N2)C)C(=O)N(C)C 7-{[(4S)-5,7-difluoro-3,4-dihydro-2H-chromen-4-yl]oxy}-N,N,2-trimethyl-1H-benzimidazole-5-carboxamide